(R)-(1-fluorocyclopropyl)(6-(4-(2-(3-hydroxy-3-methylbutoxy)phenyl)piperidin-1-yl)-2-azaspiro[3.4]octan-2-yl)methanone FC1(CC1)C(=O)N1CC2(C1)C[C@@H](CC2)N2CCC(CC2)C2=C(C=CC=C2)OCCC(C)(C)O